BrC=1C(=C(COC=2C(=C3CCN(CC3=C(C2)OCC=2C=NC=C(C2)C#N)CC(=O)O)Cl)C=CC1)C 2-(6-((3-bromo-2-methylbenzyl)oxy)-5-chloro-8-((5-cyanopyridin-3-yl)methoxy)-3,4-dihydroisoquinolin-2(1H)-yl)acetic acid